[I-].COC(C=1CN(C=CC1)C)=O 1-methyl-nicotinic acid methyl ester iodide